tert-butyl (2S,5S)-9-cyano-8-methyl-2,3-dihydro-2,5-methanopyrido[3,4-f][1,4]oxazepine-4(5H)-carboxylate C(#N)C1=C(N=CC=2[C@H]3N(C[C@@H](OC21)C3)C(=O)OC(C)(C)C)C